FC([C@](C)(O)C1=NOC=2C=3C=NNC3C[C@@H](C21)C)(F)F (R)-1,1,1-trifluoro-2-((S)-4-methyl-5,6-dihydro-4H-isoxazolo[5,4-e]indazol-3-yl)propan-2-ol